1-methyl-2-hydroxyethylimidazole CC(CO)C=1NC=CN1